CC1=C(C=C(C=C1)C)[SiH3] (2,5-dimethylphenyl)silane